Cl\C(=C/[C@@H]1C([C@@H]1C(=O)OCC1=C(C(=C(C(=C1Br)F)COC)F)Br)(C)C)\C(F)(F)F 2,6-dibromo-3,5-difluoro-4-methoxymethylbenzyl (1R)-cis-3-[(Z)-2-chloro-3,3,3-trifluoro-1-propenyl]-2,2-dimethylcyclopropanecarboxylate